(5-(6-chloro-5-(5-methoxypyridin-3-yl)-1H-indol-2-yl)pyridin-2-yl)(oxetan-3-yl)methanol ClC1=C(C=C2C=C(NC2=C1)C=1C=CC(=NC1)C(O)C1COC1)C=1C=NC=C(C1)OC